ClC1=CC(=C(C=C1)C1=NC(=C2C(=N1)N(N=C2)C2CCCCC2)NC(=O)C=2SC(=CC2)[N+](=O)[O-])F N-(6-(4-chloro-2-fluorophenyl)-1-cyclohexyl-1H-pyrazolo[3,4-d]pyrimidin-4-yl)-5-nitrothiophene-2-carboxamide